({4-[(1S)-1-(cyclohexylcarbonylamino)ethyl]phenyl}amino)-N-[(4-chlorophenyl)methyl]carboxamide C1(CCCCC1)C(=O)N[C@@H](C)C1=CC=C(C=C1)NC(=O)NCC1=CC=C(C=C1)Cl